2-cyanoethyl N,N-di-isopropylchlorophosphoramidite C(C)(C)N(P(OCCC#N)Cl)C(C)C